C(C)OC(C=C(C)C)=O ethyl-3-methylcrotonate